(S)-2-(3-(3-(fluoro(4-methyl-4H-1,2,4-triazol-3-yl)methyl)oxetan-3-yl)phenyl)-6-(morpholinomethyl)-4-(trifluoromethyl)isoindolin-1-one F[C@@H](C1(COC1)C=1C=C(C=CC1)N1C(C2=CC(=CC(=C2C1)C(F)(F)F)CN1CCOCC1)=O)C1=NN=CN1C